2-(3,4-dihydroxyphenyl)-3,5,7,8-tetrahydroxy-4H-chromen-4-one OC=1C=C(C=CC1O)C=1OC2=C(C(=CC(=C2C(C1O)=O)O)O)O